benzyl (18S,21S)-21-amino-25-azido-18-(4-azidobutyl)-17,20-dioxo-4,7,10,13-tetraoxa-16,19-diazapentacosanoate N[C@H](C(N[C@H](C(NCCOCCOCCOCCOCCC(=O)OCC1=CC=CC=C1)=O)CCCCN=[N+]=[N-])=O)CCCCN=[N+]=[N-]